(4-pyrrolidin-1-yl-piperidin-1-yl)-methanone N1(CCCC1)C1CCN(CC1)C=O